Cl.ClC=1C=C(C=CC1C#N)OC1CCC(CC1)C(=O)NC=1N=NC(=CC1)C1CCNCC1 4-[(3-chloro-4-cyanophenyl)oxy]-N-[6-(hexahydropyridin-4-yl)-1,2-diazin-3-yl]cyclohexanecarboxamide hydrochloride